tert-Butyl 3-[1-(2-ethoxy-2-oxo-ethyl)-3-piperidyl]azetidine-1-carboxylate C(C)OC(CN1CC(CCC1)C1CN(C1)C(=O)OC(C)(C)C)=O